N-(4-hydroxy-3-(3-nitrobenzoyl)phenyl)acetamide OC1=C(C=C(C=C1)NC(C)=O)C(C1=CC(=CC=C1)[N+](=O)[O-])=O